quaterthiophen S1C(=CC=C1)C=1SC=CC1C=1SC=CC1C=1SC=CC1